N1N=CC(=C1)C1=NN=C(S1)CNC(=O)C=1N=NN(C1)C N-((5-(1H-pyrazol-4-yl)-1,3,4-thiadiazol-2-yl)methyl)-1-methyl-1H-1,2,3-triazole-4-carboxamide